(2-Chloro-4-((5-methoxybenzofuran-7-yl)oxy)phenyl)(4-chloro-7H-pyrrolo[2,3-d]pyrimidine-5-yl)methanone ClC1=C(C=CC(=C1)OC1=CC(=CC=2C=COC21)OC)C(=O)C2=CNC=1N=CN=C(C12)Cl